(Z)-3-((5-(bicyclo[1.1.1]pentan-1-yl)-3-butyl-2-methyl-7-(methylthio)-1,1-dioxido-2,3,4,5-tetrahydrobenzo[f][1,2,5]thiadiazepin-8-yl)oxy)-2-fluoroacrylic acid C12(CC(C1)C2)N2CC(N(S(C1=C2C=C(C(=C1)O\C=C(\C(=O)O)/F)SC)(=O)=O)C)CCCC